CC=1N(C(=CC1)C)C1=NN2C(C=C(C=C2)C2=NC(=CC=C2F)C=2C=NNC2)=N1 2-(2,5-dimethyl-1H-pyrrol-1-yl)-7-(3-fluoro-6-(1H-pyrazol-4-yl)pyridin-2-yl)-[1,2,4]triazolo[1,5-a]pyridine